(6-((2-methoxyphenyl)amino)-2-(4-phenylpiperazine-1-carbonyl)pyrimidin-4-yl)carbamic acid tert-butyl ester C(C)(C)(C)OC(NC1=NC(=NC(=C1)NC1=C(C=CC=C1)OC)C(=O)N1CCN(CC1)C1=CC=CC=C1)=O